FC(C=O)([C@H](O)[C@H](O)CO)F 2-deoxy-2,2-difluoro-D-ribose